4-(2-(2-(2-((7-nitrobenzo[c][1,2,5]oxadiazol-4-yl)amino)ethoxy)ethoxy)ethoxy)butanoate [N+](=O)([O-])C1=CC=C(C=2C1=NON2)NCCOCCOCCOCCCC(=O)[O-]